C(C)(C)N1CCC(CC1)NC(=O)C=1N=COC1 N-(1-isopropylpiperidin-4-yl)oxazole-4-carboxamide